OC1=CC=C(C=C1)C(C)(C)C1=CC=C(C=C1)C(CCCCC1=CC=C(C=C1)O)C1=CC=C(C=C1)O 4,4'-[1-{4-[1-(4-hydroxyphenyl)-1-methylethyl]phenyl}pentylene]bisphenol